1,3,5-Trisbromomethylbenzen BrCC1=CC(=CC(=C1)CBr)CBr